(2S)-3,3-dicyclopropyl-2-[[2,2-difluoro-2-(6-methoxy-3-pyridyl)acetyl]amino]-N-[5-(3,5-dimethyl-1H-pyrazol-4-yl)-6-fluoro-2-pyridyl]propanamide C1(CC1)C([C@@H](C(=O)NC1=NC(=C(C=C1)C=1C(=NNC1C)C)F)NC(C(C=1C=NC(=CC1)OC)(F)F)=O)C1CC1